2-((3,5-dicyano-4-cyclopropyl-6-(1,4-diazepan-1-yl)pyridin-2-yl)thio)-2-phenylacetamide C(#N)C=1C(=NC(=C(C1C1CC1)C#N)N1CCNCCC1)SC(C(=O)N)C1=CC=CC=C1